N[C@@H](C(=O)OC)CCC1=CC=CC=C1 methyl (R)-2-amino-4-phenylbutanoate